ethoxypropyl cyanoacetate C(#N)CC(=O)OCCCOCC